2-(4-Methoxyphenoxy)-N-phenyl-N-(tetrahydrofuran-2-ylmethyl)acetamid COC1=CC=C(OCC(=O)N(CC2OCCC2)C2=CC=CC=C2)C=C1